NC=1C=2N(C=CN1)C(=NC2C2=C(C=C(C=C2)C(NC2=NC=CC(=C2)C(F)(F)F)=O)OC)[C@H]2CN([C@H](CO2)C)C(=O)C21CC(C2)C1 3-({(2R,5S)-2-[8-Amino-1-(2-methoxy-4-{[4-(trifluoromethyl)pyridin-2-yl]carbamoyl}phenyl)imidazo[1,5-a]pyrazin-3-yl]-5-methylmorpholin-4-yl}carbonyl)bicyclo[1.1.1]pentan